C(C)C1(C(=O)N)C(C(C(=O)NC2=NN=NN2CC)=C(C=C1C(F)(F)F)F)C 1-Ethyl-N3-(1-ethyl-1H-tetrazol-5-yl)-4-fluoro-2-methyl-6-(trifluoromethyl)isophthalamide